BrC=1C=C2C=C(NC2=CC1)C(C)NCCN N1-(1-(5-Bromo-1H-indol-2-yl)ethyl)ethane-1,2-diamine